4,1-thiazine-6-carboxylate N1=CCSC=C1C(=O)[O-]